CC1=C(C=CC=C1)C1=NOC(=N1)C=1C=CC2=C(N(N=N2)C(C)C)C1 6-[3-(2-methylphenyl)-1,2,4-oxadiazol-5-yl]-1-(propan-2-yl)-1H-1,2,3-benzotriazole